C(CCC)OC(OCCCC)(OCCCC)C#C tributoxymethylacetylene